4-(3-(1-(5-(aminomethyl)-2-methylbenzamido)ethyl)-5-(1-methyl-1H-pyrazol-4-yl)phenyl)-N,N,1-trimethyl-1H-pyrrole-2-carboxamide NCC=1C=CC(=C(C(=O)NC(C)C=2C=C(C=C(C2)C=2C=NN(C2)C)C=2C=C(N(C2)C)C(=O)N(C)C)C1)C